C(#N)C=1C=NC=NC1 5-cyanopyrimidin